CCCCCCCCCCC/C=C/O tridecenol